COC1=C(C(=O)NC2=NN=NN2)C=CC(=C1)C1=NC(=CN=C1)C=1SC=C(C1)NC(CC=1OC=CC1)=O 2-methoxy-4-(6-(4-(2-(furan-2-yl)acetamido)thiophen-2-yl)pyrazin-2-yl)-N-(1H-tetrazol-5-yl)benzamide